NC1=NC=CC=C1C1=NC=2C(=NC(=CC2C)C=2SC=CN2)N1C=1C=C2CC[C@@H](C2=CC1)NC(C1=CC(=C(C=C1)O)C=O)=O N-[(1S)-5-[2-(2-aminopyridin-3-yl)-7-methyl-5-(1,3-thiazol-2-yl)imidazo[4,5-b]pyridin-3-yl]-2,3-dihydro-1H-inden-1-yl]-3-formyl-4-hydroxybenzamide